lithium trifluoromethanesulfonyl-sulfonate methyl-D-alaninate CN[C@H](C)C(=O)[O-].FC(S(=O)(=O)S(=O)(=O)O)(F)F.[Li+]